N-(4-(benzyloxy)-3-(1H-tetrazol-1-yl)phenyl)-1H-benzo[d]imidazole-5-carboxamide C(C1=CC=CC=C1)OC1=C(C=C(C=C1)NC(=O)C1=CC2=C(NC=N2)C=C1)N1N=NN=C1